C(=O)O.N1=NN(C2=NC=CC=C21)C2=CC(=C(C(=O)N([C@H]1CNCCC1)C1=NC=CC3=CC(=CC=C13)C(=O)NC(C)C)C=C2)F (R)-1-(4-(3H-[1,2,3]triazolo[4,5-b]pyridin-3-yl)-2-fluoro-N-(piperidin-3-yl)benzamido)-N-isopropyl-isoquinoline-6-carboxamide formic acid salt